COCOC1=C(C=CC(=C1)C=1C=NN(C1)C1OCCCC1)C=1N=C2C(=NC1)N(C=N2)C2CC(NC(C2)(C)C)(C)C 5-(2-(methoxymethoxy)-4-(1-(tetrahydro-2H-pyran-2-yl)-1H-pyrazol-4-yl)phenyl)-1-(2,2,6,6-tetramethylpiperidin-4-yl)-1H-imidazo[4,5-b]pyrazine